4,6-diphenyl-2-chlorotriazine C1(=CC=CC=C1)C1=NN(NC(=C1)C1=CC=CC=C1)Cl